O=C1NC(CCC1NC1=C(CN2CCC(CC2)N2CCN(CC2)C2=CC3=C(N(C(=N3)NC(C3=CC(=CC=C3)C(F)(F)F)=O)C3CCC(CC3)CO)C=C2)C=CC=C1)=O N-(5-(4-(1-(2-((2,6-dioxopiperidin-3-yl)amino)benzyl)piperidin-4-yl)piperazin-1-yl)-1-((1s,4s)-4-(hydroxymethyl)cyclohexyl)-1H-benzo[d]imidazol-2-yl)-3-(trifluoromethyl)benzamide